C1(=CC=CC=C1)N=NC1=CC=C(C=C1)C1=CC2=C(C3=CC=CC=C3C=C2C=C1)C1=CC=C(C=C1)N=NC1=CC=CC=C1 2,9-bis[4-(phenylazo)phenyl]anthracene